N1C(=NC2=C1C=CC=C2)C(C)C=2C=C1CCCNC1=CC2 6-(1-(1H-benzo[d]imidazol-2-yl)ethyl)-1,2,3,4-tetrahydroquinoline